[Mg].BrC1=C2C=CC=CC2=C(C2=CC=CC=C12)C=1C=NC2=CC=CC=C2C1 3-(10-bromoanthracene-9-yl)quinoline magnesium